ClC1=C(C=CC(=C1)Cl)C=1N(C(=CC1C#N)C1=C2C(=NC=C1)NC=C2)CCC(F)(F)F 2-(2,4-dichlorophenyl)-5-(1H-pyrrolo[2,3-b]pyridin-4-yl)-1-(3,3,3-trifluoropropyl)-1H-pyrrole-3-carbonitrile